FC1=C(CN2C(C3=NC=CC=C3C2=O)([2H])[2H])C(=CC(=C1)C=1C2=CN(N=C2C(=CC1)C(F)(F)F)C)F 6-(2,6-difluoro-4-(2-methyl-7-(trifluoromethyl)-2H-indazol-4-yl)benzyl)-6,7-dihydro-5H-pyrrolo[3,4-b]pyridin-5-one-7,7-d2